ClC1=C(C(=CC=C1)F)C1=NN(C(=N1)C1=C(C=C(C(=C1)Cl)Cl)OCC)C 3-(2-chloro-6-fluorophenyl)-5-(4,5-dichloro-2-ethoxyphenyl)-1-methyl-1H-1,2,4-triazole